ClC=1C(=C(C(=CC1N1CC(CC1)(C)C=O)F)S(=O)(=O)N(C1=NC(=CC=C1)F)CC1=C(C=C(C=C1)OC)OC)F 3-chloro-N-[(2,4-dimethoxyphenyl)methyl]-2,6-difluoro-N-(6-fluoro-2-pyridyl)-4-(3-formyl-3-methyl-pyrrolidin-1-yl)benzenesulfonamide